FC1=C(CN(S(=O)(=O)CC)C2=CC(=CC=C2)CN2CCN(CC2)C)C=CC(=C1)C(=O)NN N-(2-fluoro-4-(hydrazinecarbonyl)benzyl)-N-(3-((4-methylpiperazin-1-yl)methyl)phenyl)ethanesulfonamide